(R)-1-(4-fluorophenyl)-5-(2-methyl-1-((1-propyl-1H-pyrazol-4-yl)sulfonyl)-1,2,3,6-tetrahydropyridin-4-yl)-1H-indazole FC1=CC=C(C=C1)N1N=CC2=CC(=CC=C12)C=1C[C@H](N(CC1)S(=O)(=O)C=1C=NN(C1)CCC)C